1-((tert-butyldimethylsilyl)oxy)ethyl-3-fluoro-4-iodopyridine Ethyl-2-bromo-2-(4-fluoro-3-methyl-2-((1r,4r)-4-(trifluoromethoxy)cyclohexyl)phenyl)acetate C(C)OC(C(C1=C(C(=C(C=C1)F)C)C1CCC(CC1)OC(F)(F)F)Br)=O.[Si](C)(C)(C(C)(C)C)OC(C)C1=NC=CC(=C1F)I